4-((2R,4r)-1-((5-cyclopropyl-7-methyl-1H-indol-4-yl)methyl)-4-(5-azaspiro[2.3]hexan-5-yl)piperidin-2-yl)benzoic acid C1(CC1)C=1C(=C2C=CNC2=C(C1)C)CN1[C@H](C[C@@H](CC1)N1CC2(CC2)C1)C1=CC=C(C(=O)O)C=C1